C[C@]12CC3(CC(C[C@@](C1)(C3)C)C2)C2=C(C=CC(=C2)C)O 2-((1r,3R,5S,7r)-3,5-dimethyladamantan-1-yl)-4-methylphenol